6-Bromo-3-ethylsulfonyl-5-fluoro-7,9-dihydrofuro[3,4-f]quinazoline BrC=1C2=C(C=3C=NC(=NC3C1F)S(=O)(=O)CC)COC2